O[C@@H]1[C@H](CCCC1)N1C(C2=CC(=C(C=C2C1)C)CC1=CC=C(C=C1)OC)=O 2-((1S,2S)-2-hydroxycyclohexyl)-6-(4-methoxybenzyl)-5-methylisoindolin-1-one